FC1=C(C2=CC=C(C(=C2C=C1)OC1=NC=NC=C1C1=NC(=NC=C1)N[C@@H]1CNC[C@H](C1)F)C)NS(=O)(=O)CCC N-(2-fluoro-5-((2-(((3S,5S)-5-fluoropiperidin-3-yl)amino)-[4,5'-bipyrimidin]-4'-yl)oxy)-6-methylnaphthalen-1-yl)propane-1-sulfonamide